CC=1N=C2N(N=C(C=C2C)C=2C=C3C=CN(C(C3=CC2OC)=O)C2CCN(CC2)C(=O)OC(C)(C)C)C1 tert-butyl 4-(6-{2,8-dimethylimidazo[1,2-b]pyridazin-6-yl}-7-methoxy-1-oxoisoquinolin-2-yl)piperidine-1-carboxylate